C(=O)[O-].OCC[NH3+] mono(2-hydroxyethyl)ammonium formate